tert-butyl (Z)-(3-fluoro-2-(hydroxymethyl)allyl)carbamate F\C=C(\CNC(OC(C)(C)C)=O)/CO